(R)-2-(Benzyl(((1s,4S)-4-(benzyloxy)cyclohexyl)methyl)amino)-1-(5-fluoro-pyridin-3-yl)ethan-1-ol C(C1=CC=CC=C1)N(C[C@H](O)C=1C=NC=C(C1)F)CC1CCC(CC1)OCC1=CC=CC=C1